BrC1=CN(C2=C1C=NC=C2)CC#C 3-bromo-1-(prop-2-yn-1-yl)-1H-pyrrolo[3,2-c]pyridine